methyl (S)-1-(5-methoxy-2-nitro-4-((triisopropylsilyl)oxy)benzoyl)-piperidine-2-carboxylate COC=1C(=CC(=C(C(=O)N2[C@@H](CCCC2)C(=O)OC)C1)[N+](=O)[O-])O[Si](C(C)C)(C(C)C)C(C)C